[N+](=O)([O-])C1=CC=C(C(=O)OCCC#C)C=C1 but-3-yn-1-yl 4-nitrobenzoate